(3R,6S,9aS)-1-((Z)-2-chloro-3-(pyridin-2-yl)acryloyl)-3,6-diisobutyl-8-(1-methylpiperidin-4-yl)tetrahydropyrazino[2,1-c][1,2,4]oxadiazine-4,7(3H,6H)-dione Cl\C(\C(=O)N1O[C@@H](C(N2[C@@H]1CN(C([C@@H]2CC(C)C)=O)C2CCN(CC2)C)=O)CC(C)C)=C/C2=NC=CC=C2